N-(5-bromo-4-chloro-2-cyclopropanecarbonylphenyl)-4-methylbenzenesulfonamide BrC=1C(=CC(=C(C1)NS(=O)(=O)C1=CC=C(C=C1)C)C(=O)C1CC1)Cl